FC(OC1=CC=C(C=C1)C=1C2C3C=CC(C2C1CCC)C3)(F)F 3-(4-trifluoromethoxyphenyl)-4-n-propyltricyclo[4.2.1.02,5]non-3,7-diene